C1(CC1)N1N=C(C(=C1)O)C 1-Cyclopropyl-3-methyl-1H-pyrazol-4-ol